Octane-2,6-dicarboxylic acid CC(CCCC(CC)C(=O)O)C(=O)O